N1=C(C(=CC=C1)C(=O)OC)C(=O)OC dimethyl pyridine-2,3-dicarboxylate